FC1=CC=CC=2C3CC[C@@]4(C(\C(\[C@H](C4C3CCC12)CCC(=O)NC=1OC(=NN1)C)=C/O)=O)C 3-((13S,15S,Z)-4-fluoro-16-(hydroxymethylene)-13-methyl-17-oxo-7,8,9,11,12,13,14,15,16,17-decahydro-6H-cyclopenta[a]phenanthren-15-yl)-N-(5-methyl-1,3,4-oxadiazol-2-yl)propanamide